C(C1=CC=CC=C1)OCCCS(=O)(=O)C1=NC(=CC(=N1)C=1C=CC(N(C1)CC1=CC(=C(C=C1)OC)OC)=O)C(F)F 5-(2-((3-(benzyloxy)propyl)sulfonyl)-6-(difluoromethyl)pyrimidin-4-yl)-1-(3,4-dimethoxybenzyl)pyridin-2(1H)-one